C(C)(C)(C)NC=1N(C2=C(C3=C(N1)C=CC=C3)N=C3N2C=C(C=C3)C)C(C)(C)C N,7-di-tert-butyl-10-methyl-7H-benzo[d]pyrido[1',2':1,2]imidazo[4,5-f][1,3]diazepin-6-amine